NC=1C(=NN(C1)CCC)C#CC1=C(C(=CC(=C1F)OC)OC)F 4-amino-3-((2,6-difluoro-3,5-dimethoxyphenyl)ethynyl)-N-propyl-1H-pyrazole